N-(3-cyano-4-fluorophenyl)-5-(2-((cis-3-(hydroxymethyl)cyclobutyl)amino)-2-oxoacetyl)-1,2,4-trimethyl-1H-pyrrole-3-carboxamide C(#N)C=1C=C(C=CC1F)NC(=O)C1=C(N(C(=C1C)C(C(=O)N[C@@H]1C[C@@H](C1)CO)=O)C)C